N-(1-(5-(4-Chloropicolinoyl)-5,6,7,8-tetrahydro-1,5-naphthyridin-2-yl)ethyl)-4-fluorobenzamid ClC1=CC(=NC=C1)C(=O)N1C=2C=CC(=NC2CCC1)C(C)NC(C1=CC=C(C=C1)F)=O